6-(((1-methylpiperidin-4-yl)methyl)amino)pyridinecarbonitrile CN1CCC(CC1)CNC1=CC=CC(=N1)C#N